1-(trans-5-(2-chloro-3-(2-hydroxy-2-methylpropoxy)phenoxy)octahydro-cyclopenta[c]pyrrole-2-carbonyl)-1H-pyrazole-3-carboxylic acid ClC1=C(OC2CC3C(CN(C3)C(=O)N3N=C(C=C3)C(=O)O)C2)C=CC=C1OCC(C)(C)O